iso-Pentyl-4-(3-(4-methylpiperazin-1-yl)-azetidine-1-yl)-1H-benzo[d]imidazole-1-carboxamide C(CC(C)C)C1=NC2=C(N1C(=O)N)C=CC=C2N2CC(C2)N2CCN(CC2)C